(2s,4s)-4-(3-fluorobenzyl)-proline FC=1C=C(C[C@H]2C[C@H](NC2)C(=O)O)C=CC1